CN1C(=NOC1=O)C1=CC=C(C=C1)[N+](=O)[O-] 4-methyl-3-(4-nitrophenyl)-1,2,4-oxadiazol-5(4H)-one